5,6-DIHYDRO-2H-PYRANE O1CC=CCC1